OC(CCCCCCCCCCC(=O)OCC(O)CO)CCCCCC glyceryl mono-12-hydroxystearate